C1(CCC1)COC1=C(C(=O)O)C=CC=C1 (cyclobutylmethoxy)benzoic acid